FC1=C(CC2=CC3=C(OC[C@@H](N3C(=O)OC(C)(C)C)C)N=C2CO)C=CC(=C1)F tert-butyl (S)-7-(2,4-difluorobenzyl)-6-(hydroxymethyl)-2-methyl-2,3-dihydro-1H-pyrido[2,3-b][1,4]oxazine-1-carboxylate